ClC1=CC(=C(CN2C(=NC=3N(C(N(C(C23)=O)CCO)=O)C)C#CCOC2CCC2)C=C1)F 7-(4-chloro-2-fluorobenzyl)-8-(3-cyclobutoxy-prop-1-yn-1-yl)-1-(2-hydroxyethyl)-3-methyl-3,7-dihydro-1H-purine-2,6-dione